ClC=1N=C(C=2N(C1)N=CC2)NC 6-Chloro-N-methylpyrazolo[1,5-a]pyrazine-4-amine